NC=1C(=NC(=C(N1)C1=CC=C(C=C1)F)C1=CC(=NC(=C1)C)C)C(=O)NCC1=C(C=CC=C1)OC(F)F 3-amino-N-(2-(difluoromethoxy)benzyl)-6-(2,6-dimethylpyridin-4-yl)-5-(4-fluorophenyl)pyrazine-2-carboxamide